2-[7-amino-6-[2-[3-(4-piperidyloxy)cyclobutyl]ethynyl]imidazo[1,2-a]pyrimidin-2-yl]phenol hydrochloride Cl.NC1=NC=2N(C=C1C#CC1CC(C1)OC1CCNCC1)C=C(N2)C2=C(C=CC=C2)O